cis-2-tetradecene-1,1-dicarboxylic anhydride C1(\C=C/CCCCCCCCCCC)C(=O)OC1=O